CC(C(/C(/C(=O)O)=C/NCC(OC)OC)=O)OC (Z)-methyl-2-(((2,2-dimethoxyethyl)amino)methylene)-4-methoxy-3-oxobutanoic acid